(R)-4-(7-(3-aminopiperidine-1-yl)-3-(4-(3,3-difluoropyrrolidine-1-yl)-2-fluorophenyl)-3H-imidazo[4,5-b]pyridine-2-yl)-2-fluorobenzonitrile N[C@H]1CN(CCC1)C1=C2C(=NC=C1)N(C(=N2)C2=CC(=C(C#N)C=C2)F)C2=C(C=C(C=C2)N2CC(CC2)(F)F)F